ClC=1C=2N(C=C(C1)NC(=O)C1=CC=C(C3=CN(N=C13)CC)N1CCN(CC1)C(=O)OC(C)(C)C)C=C(N2)C tert-butyl 4-[7-({8-chloro-2-methylimidazo[1,2-a]pyridin-6-yl}carbamoyl)-2-ethylindazol-4-yl]piperazine-1-carboxylate